C(#N)C1=C(C(=C(COC2=CC=CC(=N2)C2=CC(=C(CC3=NC4=C(N3[C@@H]3COCC3(C)C)C=C(C=C4)C(=O)O)C=C2F)F)C=C1)F)F (S)-2-(4-(6-((4-cyano-2,3-difluorobenzyl)oxy)pyridin-2-yl)-2,5-difluorobenzyl)-1-(4,4-dimethyltetrahydrofuran-3-yl)-1H-benzo[d]imidazole-6-carboxylic acid